C(C=C)(=O)OCC[SiH](OC)OC acryloyloxyethyl-dimethoxysilane